(2-fluoro-4-(3-(1-methyl-1H-indazol-6-yl)-1,4-dihydrothieno[2',3':4,5]cyclopenta[1,2-c]pyrazol-6-yl)phenyl)(morpholino)methanone FC1=C(C=CC(=C1)C1=CC2=C(CC3=C2NN=C3C3=CC=C2C=NN(C2=C3)C)S1)C(=O)N1CCOCC1